acryloxydodecyltrimethoxysilane C(C=C)(=O)OCCCCCCCCCCCC[Si](OC)(OC)OC